N-cyclopropyl-3-(1H-imidazol-4-yl)-4-methyl-benzamide C1(CC1)NC(C1=CC(=C(C=C1)C)C=1N=CNC1)=O